3-(3-(4-(5H-pyrrolo[3,2-d]pyrimidin-4-yl)piperazin-1-yl)propyl)-5-cyano-1H-indole N1=CN=C(C2=C1C=CN2)N2CCN(CC2)CCCC2=CNC1=CC=C(C=C21)C#N